BrC1=CC(=C2CCCC3(CC=4N=C(N=C(C4CO3)Cl)SC)C2=C1F)Cl 7-Bromo-4',5-dichloro-8-fluoro-2'-(methylthio)-3,4,5',8'-tetrahydro-2H-spiro[naphthalene-1,7'-pyrano[4,3-d]pyrimidine]